2-(6-{5-chloro-2-[(oxan-4-yl)amino]pyrimidin-4-yl}-1-oxo-2,3-dihydro-1H-isoindol-2-yl)-N-[(1R)-1-(2-fluoro-5-methoxyphenyl)-ethyl]acetamide ClC=1C(=NC(=NC1)NC1CCOCC1)C1=CC=C2CN(C(C2=C1)=O)CC(=O)N[C@H](C)C1=C(C=CC(=C1)OC)F